ClC1=C(NC2=C(NC3=C2C(NCC3)=O)C3=C(C=NC=C3)OCC3(COC3)CC)C=CC=C1Cl 3-(2,3-dichloroanilino)-2-{3-[(3-ethyloxetan-3-yl)methoxy]pyridin-4-yl}-1,5,6,7-tetrahydro-4H-pyrrolo[3,2-c]pyridin-4-one